N1=C(SC2=C1C1=C(C=C2)OCC1)N1C(N[C@@H]2[C@H]1C[C@@H](OC2)C)=O (3aR,6S,7aR)-1-(7,8-dihydrofuro[3,2-e][1,3]benzothiazol-2-yl)-6-methylhexahydropyrano[3,4-d]imidazol-2(3H)-one